copper-zinc-tin-selenium [Se].[Sn].[Zn].[Cu]